CC(CCCCCCCCC)N1CN(C=C1)C(C#N)C [3-(2-undecyl)-1H-imidazol-1-yl]propanenitrile